1-ethyl-3-(4-((4-(2-fluoro-6-(1H-pyrazol-1-yl)pyridin-3-yl)piperidin-1-yl)methyl)pyridin-2-yl)urea C(C)NC(=O)NC1=NC=CC(=C1)CN1CCC(CC1)C=1C(=NC(=CC1)N1N=CC=C1)F